C1OCC12CN(C2)CC2=C(CNC1=CC(=C(C(=C1)F)S(=O)(=O)NC=1N=CSC1)F)C(=CC=C2)Cl 4-((2-((2-oxa-6-azaspiro[3.3]heptan-6-yl)methyl)-6-chlorobenzyl)amino)-2,6-difluoro-N-(thiazol-4-yl)benzenesulfonamide